ONCC=1C=NC=C(C#N)C1 5-((hydroxyamino)methyl)nicotinonitrile